CC(CCO)O 3-methyl-1,3-propanediol